C1(CCCC1)N(C1=NC=C(C=N1)B1OC(C(O1)(C)C)(C)C)CCC N-cyclopentyl-N-propyl-5-(4,4,5,5-tetramethyl-1,3,2-dioxaborolan-2-yl)pyrimidin-2-amine